4-(6-chloro-5-fluoro-3,3-dimethylindolin-1-yl)-N-(4-fluoro-2-methoxy-5-nitrophenyl)-1,3,5-triazin-2-amine ClC1=C(C=C2C(CN(C2=C1)C1=NC(=NC=N1)NC1=C(C=C(C(=C1)[N+](=O)[O-])F)OC)(C)C)F